COCOC1=C(C=CC=C1)C=1N=NC2=CC=C(C=C2C1)C1=NOC(=C1)C(C(=O)OC)C(C)C methyl 2-(3-{3-[2-(methoxymethoxy) phenyl] cinnolin-6-yl}-1,2-oxazol-5-yl)-3-methylbutanoate